methyl 1-(pyridin-2-ylmethyl)-1H-indole-3-carboxylate N1=C(C=CC=C1)CN1C=C(C2=CC=CC=C12)C(=O)OC